amino-phenyl sulfide NC1=C(C=CC=C1)SC1=C(C=CC=C1)N